NC1=C2N(C(N(C2=NC=N1)[C@H]1CN(CC1)C(C#CC)=O)=O)C1=CC=C(C=C1)OC1=CC=CC=C1 6-amino-9-[(3R)-1-but-2-ynoylpyrrolidin-3-yl]-7-(4-phenoxyphenyl)purin-8-one